ClC1=C(C#N)C(=CC=N1)NC=1C=NC(=CC1C)OC1=CC=CC=C1 chloro-4-((4-methyl-6-phenoxypyridin-3-yl)amino)nicotinonitrile